2-(2,2-dimethyl-1,3-dioxolan-4-yl)-5-fluoro-pyridin-4-amine CC1(OCC(O1)C1=NC=C(C(=C1)N)F)C